COC1=CC=C(C=C1)C=1C=CC=C2C=NC(=NC12)NC1=CC(=CC=C1)N1CCN(CC1)C 8-(4-(methoxy)phenyl)-N-(3-(4-methylpiperazin-1-yl)phenyl)quinazolin-2-amine